dihydrobenzimidazolopyridine-methylamine N1C(NC2=C1C=1C=CC=NC1C=C2)CN